β-benzoyl-L-phenylalanine C(C1=CC=CC=C1)(=O)C([C@H](N)C(=O)O)C1=CC=CC=C1